(S)-ethyl 3-(3-(1H-indazol-1-yl)phenyl)-3-(benzyl((R)-1-phenylethyl)amino)propanoate N1(N=CC2=CC=CC=C12)C=1C=C(C=CC1)[C@H](CC(=O)OCC)N([C@H](C)C1=CC=CC=C1)CC1=CC=CC=C1